N-{4-chloro-3-[4-(6-methoxypyridin-3-yl)-6-oxo-1,6-dihydropyrimidin-2-yl]benzyl}-3,3,3-trifluoro-2,2-dimethylpropionamide ClC1=C(C=C(CNC(C(C(F)(F)F)(C)C)=O)C=C1)C=1NC(C=C(N1)C=1C=NC(=CC1)OC)=O